5-(2-(naphthalen-2-ylamino)-5-nitropyrimidin-4-ylamino)benzo[d]oxazol-2(3H)-one trifluoroacetate salt FC(C(=O)O)(F)F.C1=C(C=CC2=CC=CC=C12)NC1=NC=C(C(=N1)NC=1C=CC2=C(NC(O2)=O)C1)[N+](=O)[O-]